dibutyltin di(thiobutoxide) [S-]CCCC.[S-]CCCC.C(CCC)[Sn+2]CCCC